FC1=C(C=C(C(=C1)F)C(NC1=NC(=CC=C1)C1=NN=CN1C(C)C)=O)NC(CCC(=O)NCCCCCNC1=C2C(N(C(C2=CC=C1)=O)C1C(NC(CC1)=O)=O)=O)=O N1-(2,4-difluoro-5-((6-(4-isopropyl-4H-1,2,4-triazol-3-yl)pyridin-2-yl)carbamoyl)phenyl)-N4-(5-((2-(2,6-dioxopiperidin-3-yl)-1,3-dioxoisoindolin-4-yl)amino)pentyl)succinamide